C(C)(C)N(C(OC(C=1N(C(=C(N1)S(=O)C)C)COCC[Si](C)(C)C)C1=CC(=C(C=C1)F)Cl)=O)C(C)C (3-chloro-4-fluorophenyl)(5-methyl-4-(methylsulfinyl)-1-((2-(trimethyl-silyl)ethoxy)methyl)-1H-imidazol-2-yl)methyl diisopropylcarbamate